C1(CCCCC1)C#CC=1C=CC(=C(C1)NC(=O)C1=CNC(C=C1C(F)(F)F)=O)N1C[C@@H](N(CC1)C1CC1)C (S)-N-(5-(cyclohexylethynyl)-2-(4-cyclopropyl-3-methylpiperazin-1-yl)phenyl)-6-oxo-4-(trifluoromethyl)-1,6-dihydropyridine-3-carboxamide